COC1=CC=C(C=C1)C1=NOC(=N1)N1CCC(CC1)C(=O)NCC=1C=NC=CC1 1-(3-(4-methoxyphenyl)-1,2,4-oxadiazol-5-yl)-N-(pyridin-3-ylmethyl)piperidine-4-carboxamide